2-chloro-N-(4-(2,5-difluorophenyl)-6-(5,5-difluorotetrahydro-2H-pyran-2-yl)pyrimidin-5-yl)pyrimidine-5-carboxamide ClC1=NC=C(C=N1)C(=O)NC=1C(=NC=NC1C1OCC(CC1)(F)F)C1=C(C=CC(=C1)F)F